C(#N)C=1C=C(C=CC1)C1=NN2C(N=C(C=C2)C(=O)NCC2C(NCCC2)=O)=C1C1=CC(=NC(=C1)C)C 2-(3-cyanophenyl)-3-(2,6-dimethyl-4-pyridyl)-N-[(2-oxo-3-piperidyl)methyl]pyrazolo[1,5-a]pyrimidine-5-carboxamide